isoquinolin-ol C1(=NC=CC2=CC=CC=C12)O